8-(2-Chloroacetyl)-4-((5-(quinolin-8-yl)furan-2-yl)methyl)-1-thia-4,8-diazaspiro[4.5]decan-3-one ClCC(=O)N1CCC2(N(C(CS2)=O)CC=2OC(=CC2)C=2C=CC=C3C=CC=NC23)CC1